1-(3H-imidazolo[4,5-b]pyridin-7-ylmethyl)-4-propylpyrrolidin-2-one N1=CNC2=NC=CC(=C21)CN2C(CC(C2)CCC)=O